O=C1NC(CCC1N1C(C2=CC=C(C=C2C1=O)N1CC(CC1)CN1CCC(CC1)C1=CC=C(C=C1)NC=1N=C(N=NC1C(=O)N)N1CCN(CC1)C)=O)=O 5-((4-(1-((1-(2-(2,6-dioxopiperidin-3-yl)-1,3-dioxoisoindolin-5-yl)pyrrolidin-3-yl)methyl)piperidin-4-yl)phenyl)amino)-3-(4-methylpiperazin-1-yl)-1,2,4-triazine-6-carboxamide